5-methoxy-2-methylbenzothiazole COC=1C=CC2=C(N=C(S2)C)C1